(E)-vinylphosphonic acid C(=C)P(O)(O)=O